FC1=C(C=CC(=C1)C1NC(CC1)=O)C=1N(C2SC3=C(N2C1)C=C(C(=C3)C(=O)O)OC)CCCN3CCC(CC3)F (2-fluoro-4-(5-oxopyrrolidin-2-yl)phenyl)-N-(3-(4-fluoropiperidin-1-yl)propyl)-6-methoxybenzo[d]imidazo[2,1-B]thiazole-7-carboxylic acid